6-(4-chlorobenzyl)-3-(1-ethyl-1h-pyrazol-3-yl)-8-(morpholin-4-yl)pyrido[2,3-e][1,2,4]triazolo[4,3-c]pyrimidin-5(6H)-one ClC1=CC=C(CN2C(N3C(C4=C2C=C(C=N4)N4CCOCC4)=NN=C3C3=NN(C=C3)CC)=O)C=C1